CC1=C(C=CC=C1)[C@H]1N(CCC1)C1CC2(C1)CCNCC2 2-[(2S)-2-(2-methylphenyl)pyrrolidin-1-yl]-7-azaspiro[3.5]nonan